COC1=NC2=C(C=CC=C2C=C1)/C=C/N1C(C2=CC=CC=C2C1=O)=O (E)-2-(2-(2-methoxyquinolin-8-yl)vinyl)isoindoline-1,3-dione